(4Z)-2-[[(1S)-2-amino-1-phenyl-ethyl]amino]-4-[(3-methylbenzimidazol-5-yl)methylene]-1H-imidazol-5-one dihydrochloride Cl.Cl.NC[C@H](C1=CC=CC=C1)NC=1NC(/C(/N1)=C/C1=CC2=C(N=CN2C)C=C1)=O